silyl ether triflate OS(=O)(=O)C(F)(F)F.[SiH3]O[SiH3]